N-[3-(6-chloro-1,3-benzoxazol-2-yl)-3-azaspiro[5.5]undecan-9-yl]-1,1-dioxo-thietane-3-carboxamide ClC1=CC2=C(N=C(O2)N2CCC3(CC2)CCC(CC3)NC(=O)C3CS(C3)(=O)=O)C=C1